N-Benzyl-N'-[4-[(6-formamido-7-methoxy-4-quinolyl)oxy]phenyl]-1,1-cyclopropanedicarboxamide C(C1=CC=CC=C1)NC(=O)C1(CC1)C(=O)NC1=CC=C(C=C1)OC1=CC=NC2=CC(=C(C=C12)NC=O)OC